(5-(8-((2-cyclopropyl-5-ethoxy-4'-fluoro-[1,1'-biphenyl]-4-yl)methyl)-2-oxo-1-oxa-3,8-diazaspiro[4.5]decan-3-yl)pyridin-2-yl)phosphonic acid C1(CC1)C1=C(C=C(C(=C1)CN1CCC2(CN(C(O2)=O)C=2C=CC(=NC2)P(O)(O)=O)CC1)OCC)C1=CC=C(C=C1)F